2-methoxy-5-[5-(trifluoromethyl)-2-pyridinyl]pyridine-3-carbonitrile COC1=NC=C(C=C1C#N)C1=NC=C(C=C1)C(F)(F)F